NC(C#N)CC=1C=NC(=CC1)C=1C=CC2=C(N(C(O2)=O)C)C1 2-amino-3-(6-(3-methyl-2-oxo-2,3-dihydrobenzo[d]oxazol-5-yl)pyridin-3-yl)propionitrile